BrC=1SC(=C2OCCOC21)Br 5,7-dibromo-2,3-dihydrothieno[3,4-b][1,4]Dioxin